1-(4-{5-[6-ethoxy-5-(trifluoromethyl)pyridin-3-yl]-7-[{[1-(methoxymethyl)cyclopentyl]methyl}(methyl)amino]-1H-imidazo[4,5-b]pyridin-2-yl}-3-fluorophenyl)piperidine-4-carboxylic acid C(C)OC1=C(C=C(C=N1)C1=CC(=C2C(=N1)N=C(N2)C2=C(C=C(C=C2)N2CCC(CC2)C(=O)O)F)N(C)CC2(CCCC2)COC)C(F)(F)F